4-fluoro-3-(4-methoxy-1-methyl-1H-benzo[d][1,2,3]triazol-5-yl)benzene FC1=C(C=CC=C1)C1=C(C2=C(N(N=N2)C)C=C1)OC